n-ethyl-5-fluoro-2-((4-(7-((1-(2-hydroxyethyl)-2-oxo-2,3-dihydro-1H-benzo[d]imidazol-5-yl)methyl)-2,7-diazaspiro[4.4]non-2-yl)pyrimidin-5-yl)oxy)-N-isopropylbenzamide C(C)N(C(C1=C(C=CC(=C1)F)OC=1C(=NC=NC1)N1CC2(CC1)CN(CC2)CC2=CC1=C(N(C(N1)=O)CCO)C=C2)=O)C(C)C